(R)-1-(3-(difluoromethoxy)phenyl)-3-ethyl-3-methyl-N-((S)-3-methyl-1,1-dioxidotetrahydrothiophen-3-yl)-2-oxoindoline-5-carboxamide FC(OC=1C=C(C=CC1)N1C([C@](C2=CC(=CC=C12)C(=O)N[C@@]1(CS(CC1)(=O)=O)C)(C)CC)=O)F